methyl 1-(7,8-dichloro-4-(1H-imidazol-1-yl) quinolin-2-yl)-4,5-dihydro-1H-pyrrole-2-carboxylate ClC1=CC=C2C(=CC(=NC2=C1Cl)N1C(=CCC1)C(=O)OC)N1C=NC=C1